Diethyl 2-[[[7-fluoro-2-(hydroxymethyl)-2,3-dihydro-1H-inden-4-yl]amino]methylidene]propanedioate FC=1C=CC(=C2CC(CC12)CO)NC=C(C(=O)OCC)C(=O)OCC